(S)-quinuclidin-3-yl (6-(2,5-dimethoxyphenyl)-2,2-dimethyl-1,2,3,4-tetrahydronaphthalen-1-yl)carbamate COC1=C(C=C(C=C1)OC)C=1C=C2CCC(C(C2=CC1)NC(O[C@@H]1CN2CCC1CC2)=O)(C)C